6-(2-(2H-Tetrazol-5-yl)ethyl)-2-amino-7-oxo-6-phenyl-4,5,6,7-tetrahydrobenzo[b]thiophene-3-carboxamide N=1NN=NC1CCC1(CCC2=C(SC(=C2C(=O)N)N)C1=O)C1=CC=CC=C1